2,6-decalindicarboxylic acid chloride C1C(CCC2CC(CCC12)C(=O)Cl)C(=O)Cl